C(=O)O[C@H]1[C@H](CCCC1)CC=C (1R,2R)-2-ALLYLCYCLOHEXYL FORMATE